C(C#C)OP(O)(=O)CC ethylphosphonic (2-propynyl) ester